NC1=C2C(=NC=N1)N(N=C2C2=CC=C(C=C2)OC2=CC=CC=C2)C2CC1(C2)CCN(CC1)C1CC2(C1)CCN(CC2)C(=O)OC(C)(C)C tert-butyl 2'-(4-amino-3-(4-phenoxyphenyl)-1H-pyrazolo[3,4-d]pyrimidin-1-yl)-7,7'-diaza[2,7'-bispiro[3.5]nonane]-7-carboxylate